5-(methylamino)-6-(1-methylbenzimidazol-4-yl)-3-[[3-methyl-1-(1-methyl-4-piperidinyl)pyrazol-4-yl]amino]pyrazine-2-carboxamide formate C(=O)O.CNC=1N=C(C(=NC1C1=CC=CC=2N(C=NC21)C)C(=O)N)NC=2C(=NN(C2)C2CCN(CC2)C)C